para-toluidine ammonium chloride [Cl-].[NH4+].NC1=CC=C(C=C1)C